FC1=C(C(=O)N[C@H](C(=O)OC)CC2=C3CCCOC3=C(C=C2)B2OC(C(O2)(C)C)(C)C)C(=CC=C1)F methyl (S)-2-(2,6-difluorobenzamido)-3-(8-(4,4,5,5-tetramethyl-1,3,2-dioxaborolan-2-yl)chroman-5-yl)propanoate